C(C=C)(=O)OCCCCCCCC[Si](Br)(Br)Br acryloyloxyoctyl-tribromosilane